CC=1C=C(C=C(C1)C)C=1NC2=CC=CC=C2C1 2-(3,5-dimethylphenyl)indole